COC(NCC)=O Ethyl-Carbamic Acid Methyl Ester